2-chloro-N-cyclopropyl-5-[2-(trifluoromethylsulfonylamino)ethoxy]pyridine-3-carboxamide ClC1=NC=C(C=C1C(=O)NC1CC1)OCCNS(=O)(=O)C(F)(F)F